(±)-trans-4-phenyl-3-(isoquinolin-1-ylcarbamoyl)pyrrolidine-1-carboxylic acid tert-butyl ester C(C)(C)(C)OC(=O)N1C[C@H]([C@@H](C1)C1=CC=CC=C1)C(NC1=NC=CC2=CC=CC=C12)=O |r|